FC(C1=CC=C(OC=2C=3N(C=C(N2)CN)C=CN3)C=C1)(F)F (8-(4-(trifluoromethyl)phenoxy)imidazo[1,2-a]pyrazin-6-yl)methanamine